C(C1=CC=CC=C1)OC1=CC=CC(=N1)C1=C(N(CCC1)C(=O)OC)CO[C@@H]1CC[C@@H](CC1)C1=CC=CC=C1 methyl 6-(benzyloxy)-2'-((((CIS)-4-phenylcyclohexyl)oxy)methyl)-5',6'-dihydro-[2,3'-bipyridine]-1'(4'H)-carboxylate